FC(CN1C(C2=CC=CC=C2C1=O)=O)(CCI)F 2-(2,2-Difluoro-4-iodobutyl)isoindoline-1,3-dione